C(C)(=O)O[C@H]1[C@@H](O[C@@H]([C@H]([C@@H]1OC(C)=O)OC(C)=O)C(=O)OC)OC1=C(C=C(C=C1F)C=O)F (2S,3R,4S,5S,6S)-2-(2,6-difluoro-4-formylphenoxy)-6-(methoxycarbonyl)tetrahydro-2H-pyran-3,4,5-triyl triacetate